6-chloro-8,9-dihydro-7H-imidazo[4,5,1-ij]quinolin-9-amine hydrochloride Cl.ClC=1C=CN2C3=C(C(CCC13)N)N=C2